7-cyclopropyl-6-(4-(4-(dimethoxymethyl)piperidin-1-yl)phenyl)-1-fluoro-3-(tetrahydro-2H-pyran-2-yl)-3,8,9,10-tetrahydrocyclohepta[e]indazole C1(CC1)C1=C(C2=C(C=3C(=NN(C3C=C2)C2OCCCC2)F)CCC1)C1=CC=C(C=C1)N1CCC(CC1)C(OC)OC